5-(2-((methylsulfonyl)oxy)ethoxy)-1H-indole-1-carboxylic acid tert-butyl ester C(C)(C)(C)OC(=O)N1C=CC2=CC(=CC=C12)OCCOS(=O)(=O)C